2-(3-(1,1-Difluoro-1-(4-methyl-4H-1,2,4-triazol-3-yl)-propan-2-yl)phenyl)-3-oxo-7-(trifluoromethyl)isoindoline-5-carbaldehyde FC(C(C)C=1C=C(C=CC1)N1CC2=C(C=C(C=C2C1=O)C=O)C(F)(F)F)(C1=NN=CN1C)F